ClC1=C(C=CC=C1)CNS(=O)(=O)NC1=C(N=CS1)C(=O)O 5-({[(2-chlorophenyl)methyl]sulfamoyl}amino)-1,3-thiazole-4-carboxylic acid